2-(4-fluoro-5,6-dihydro-2H-pyran-3-yl)-4,4,5,5-tetramethyl-1,3,2-dioxaborolane FC1=C(COCC1)B1OC(C(O1)(C)C)(C)C